N[C@H]1C2N(CC1CC2)C(=O)C2=CC1=C(N(C(=N1)C1=CC=3C(=NC(=CC3)C=3C=C4C(=CC(=NC4=CC3)C)O)N1CC1CC1)C)C(=C2)OC 6-(2-{5-[(7R)-7-amino-2-azabicyclo[2.2.1]heptane-2-carbonyl]-7-methoxy-1-methyl-1H-1,3-benzodiazol-2-yl}-1-(cyclopropylmethyl)-1H-pyrrolo[2,3-b]pyridin-6-yl)-2-methylquinolin-4-ol